ethyl 1-azabicyclo[2.2.2]octane-4-carboxylate N12CCC(CC1)(CC2)C(=O)OCC